ClC=1C=CC=C2[C@H](CCOC12)NC(=O)NC1=NN(C=C1)C1=CC=C(C=C1)C(C)(C)N(C(OC(C)(C)C)=O)C tert-butyl N-[1-[4-[3-[[(4S)-8-chlorochroman-4-yl]carbamoylamino]pyrazol-1-yl]phenyl]-1-methyl-ethyl]-N-methyl-carbamate